Cl.OC1=C(N(C=CC1=O)C1=CC(=C(C=C1)N1CCN(CC1)C)F)C 3-hydroxy-1-(3-fluoro-4-(4-methylpiperazin-1-yl)phenyl)-2-methylpyridin-4(1H)-one hydrochloride